(R)-3-chloro-6-(1,1-difluoropropan-2-yl)-2-(2-fluorobenzyl)-2,6-dihydro-7H-pyrazolo[3,4-d]pyridazin-7-one ClC=1N(N=C2C(N(N=CC21)[C@@H](C(F)F)C)=O)CC2=C(C=CC=C2)F